NC=1C(=NC=C(N1)N1CCC(CC1)(C)N)C=1C(=C(C=CC1)N1CCN(CC1)CC1=CC(=C2C(N(C(C2=C1)=O)C1C(NC(CC1)=O)=O)=O)F)Cl 6-((4-(3-(3-amino-5-(4-amino-4-methylpiperidin-1-yl)pyrazin-2-yl)-2-chlorophenyl)piperazine-1-yl)methyl)-2-(2,6-dioxopiperidin-3-yl)-4-fluoroisoindoline-1,3-dione